CC1=C(C(=C2N1C=CN=C2N)C2=CC=C(C=C2)OC2=NC=CC=N2)C2=CC=C(C=C2)[N+](=O)[O-] 6-methyl-7-(4-nitrophenyl)-8-(4-(pyrimidin-2-yloxy)phenyl)pyrrolo[1,2-a]pyrazin-1-amine